tert-butyl 2-(3'-(3-(2-oxa-7-azaspiro[4.4]non-7-yl) propoxy)-2,2'-dimethyl-[1,1'-biphenyl]-3-yl)-6,7-dihydrothiazolo[4,5-c]pyridine-5(4H)-carboxylate C1OCCC12CN(CC2)CCCOC=2C(=C(C=CC2)C2=C(C(=CC=C2)C=2SC1=C(CN(CC1)C(=O)OC(C)(C)C)N2)C)C